(4-((6-chloro-2-oxo-2,3-dihydro-1H-benzo[d]imidazol-1-yl)methyl)benzyl)carbamic acid tert-butyl ester C(C)(C)(C)OC(NCC1=CC=C(C=C1)CN1C(NC2=C1C=C(C=C2)Cl)=O)=O